FC(SN1C=CC2=CC=CC=C12)(F)F N-trifluoromethylthioindole